Isoquinoline 2-oxide C1=[N+](C=CC2=CC=CC=C12)[O-]